(E)-1-benzyl-N-(2-(3-hydroxyprop-1-en-1-yl)-4-methyl-5-oxo-5,6,7,8-tetrahydro-4H-pyrazolo[1,5-a][1,3]diazepin-6-yl)-1H-1,2,4-triazole-3-carboxamide C(C1=CC=CC=C1)N1N=C(N=C1)C(=O)NC1C(N(C=2N(CC1)N=C(C2)\C=C\CO)C)=O